CC1=C(C(=O)OCC)C(=C(C(=C1C)O)C)C ethyl 2,3,5,6-tetramethyl-4-hydroxybenzoate